1,2,3-O-trinonanoyl-xylitol C(CCCCCCCC)(=O)C([C@](O)([C@@H](OC(CCCCCCCC)=O)[C@H](O)CO)C(CCCCCCCC)=O)O